NC1CC(CCC1)CNC1=NN(C(=C1)C1=CC(=C(C#N)C=C1)F)C=1C=C2C=NN(C2=CC1)C rac-4-(3-(((3-aminocyclohexyl)methyl)amino)-1-(1-methyl-1H-indazol-5-yl)-1H-pyrazol-5-yl)-2-fluorobenzonitrile